(cyclopropaneamido)-4-((2-methoxy-3-(1-methyl-1H-1,2,4-triazol-3-yl)phenyl)amino)-N-(methyl-d3)pyridazine-3-carboxamide C1(CC1)C(=O)NC=1C(=C(N=NC1)C(=O)NC([2H])([2H])[2H])NC1=C(C(=CC=C1)C1=NN(C=N1)C)OC